Menthyl-isovalerate C1(CC(C(CC1)C(C)C)OC(CC(C)C)=O)C